FC=1C(=NC(=NC1)NC1=C(C(=CC=C1)S(=O)(=O)C)F)C1=CNC2=C(C=CC=C12)NC([C@@H](COC)N1C[C@@H](N([C@H](C1)C)C)C)=O (R)-N-(3-(5-Fluoro-2-((2-fluoro-3-(methylsulfonyl)phenyl)amino)pyrimidin-4-yl)-1H-indol-7-yl)-3-methoxy-2-((3S,5S)-3,4,5-trimethylpiperazin-1-yl)propanamid